ClC1=CC(=C(C(=O)N)C(=C1)OC(F)(F)F)C 4-chloro-2-methyl-6-(trifluoromethoxy)benzamide